5-methoxy-3-(4,4,5,5-tetramethyl-1,3,2-dioxaborolan-2-yl)indole-1-carboxylic acid tert-butyl ester C(C)(C)(C)OC(=O)N1C=C(C2=CC(=CC=C12)OC)B1OC(C(O1)(C)C)(C)C